ethyl-N-(2,3-di(tetradecanoxy)propyl)-carbamate C(C)OC(NCC(COCCCCCCCCCCCCCC)OCCCCCCCCCCCCCC)=O